4-(5-(3-amino-8-azabicyclo[3.2.1]octane-8-yl)-8-(3-fluoro-4-methoxyphenyl)imidazolo[1,2-c]pyrimidin-7-yl)-2-fluorobenzonitrile NC1CC2CCC(C1)N2C2=NC(=C(C=1N2C=CN1)C1=CC(=C(C=C1)OC)F)C1=CC(=C(C#N)C=C1)F